Cl.NC\C=C(\CN1N=NC2=C1C=C(C=C2C2=CC(=CC=C2)S(=O)(=O)C)C(=O)NC)/F (Z)-1-(4-amino-2-fluoro-but-2-en-1-yl)-N-methyl-4-(3-(methylsulfonyl)phenyl)-1H-benzo[d][1,2,3]triazole-6-carboxamide hydrochloride